C(C)(C)(C)OC(=O)N1C(=CC=C1C)C1=NC=CC(=C1)Cl 2-(4-Chloropyridin-2-yl)-5-methyl-1H-pyrrole-1-carboxylic acid tert-butyl ester